methyl 2-(3-aminoprop-1-yn-1-yl)-4-(4-(4-((9-chloro-7-(2-fluoro-6-methoxyphenyl)-5H-benzo[c]pyrimido[4,5-e]azepin-2-yl)amino)-2-methoxybenzamido)-N-methylbutanamido)benzoate NCC#CC1=C(C(=O)OC)C=CC(=C1)N(C(CCCNC(C1=C(C=C(C=C1)NC=1N=CC2=C(C3=C(C(=NC2)C2=C(C=CC=C2OC)F)C=C(C=C3)Cl)N1)OC)=O)=O)C